(racemic)-(2s,4S)-2-((3R,4R)-3-Methyl-4-(3-fluoro-4-(trifluoromethoxy)phenyl)piperidine-1-carbonyl)-7-oxa-5-azaspiro[3.4]octan-6-one C[C@H]1CN(CC[C@H]1C1=CC(=C(C=C1)OC(F)(F)F)F)C(=O)C1CC2(C1)NC(OC2)=O |r|